C(#N)C=1C=NN2C1C(=CC(=C2)C=2C=NN(C2C)C2CN(C2)C2C1CCC(C2)N1C(=O)OC(C)(C)C)OC tert-Butyl 2-[3-[4-(3-cyano-4-methoxy-pyrazolo[1,5-a]pyridin-6-yl)-5-methyl-pyrazol-1-yl]azetidin-1-yl]-7-azabicyclo[2.2.1]heptane-7-carboxylate